octane hemi-oxalate C(C(=O)O)(=O)O.CCCCCCCC.CCCCCCCC